CC=1NC=C(C1C(=O)O)C 2,4-dimethyl-pyrrole-3-carboxylic acid